5-(2,5-Difluorophenyl)-4-methyl-1H-pyrazol FC1=C(C=C(C=C1)F)C1=C(C=NN1)C